BrC1=NN(C(=C1)C(=O)NC=1C(=CC=2N(C1C(=O)NCC(F)(F)F)N=CC2)C)C2=NC=CC=C2Cl 6-(3-Bromo-1-(3-chloropyridin-2-yl)-1H-pyrazol-5-carboxamido)-5-methyl-N-(2,2,2-trifluoroethyl)pyrazolo[1,5-a]pyridin-7-carboxamid